7-((7-((4,4-bis(((Z)-oct-5-en-1-yl)oxy)butanoyl)oxy)heptyl)(2-hydroxyethyl)amino)heptyl 4,4-bis(octyloxy)butanoate C(CCCCCCC)OC(CCC(=O)OCCCCCCCN(CCO)CCCCCCCOC(CCC(OCCCC\C=C/CC)OCCCC\C=C/CC)=O)OCCCCCCCC